COC(=O)C=1NC(=CC1)C1=CC(=NC2=C(N=CC=C12)C1=CC=NN1)N1[C@@H](COCC1)C 5-{2-[(3R)-3-methylmorpholin-4-yl]-8-(1H-pyrazol-5-yl)-1,7-naphthyridin-4-yl}-1H-pyrrole-2-carboxylic acid methyl ester